1-(9-ethyl-1-methyl-β-carbolin-6-yl)-3-(p-tolyl)urea C(C)N1C2=CC=C(C=C2C=2C=CN=C(C12)C)NC(=O)NC1=CC=C(C=C1)C